CS(=O)(=S)OCCC(=O)[C@H](CCCCNC(=O)CCCCCNC(=O)CCCC[C@H]1[C@@H]2[C@H](CS1)NC(=O)N2)NC(=O)C3=C(C(=C(C(=C3F)F)N=[N+]=[N-])F)F 2-[N2-(4-Azido-2,3,5,6-tetrafluorobenzoyl)-N6-(6-biotinamidocaproyl)-L-lysinyl]ethyl methanethiosulfonate